COC=1C=C2C(=CC=NC2=CC1OC)OC1=CC(=C(C=C1C)NC(=O)C1(CC1)C(=O)NC1=CC=C(C=C1)F)Cl N-(4-{[6,7-bis(methyloxy)quinolin-4-yl]oxy}-2-chloro-5-methylphenyl)-N'-(4-fluorophenyl)cyclopropane-1,1-dicarboxamide